2-(methylamino)acetamide dihydrochloride Cl.Cl.CNCC(=O)N